C(#N)C1=C(C=CC=C1)C(C(C)C=1N(C(C(=C(N1)C(=O)O)OC)=O)C)C1=CC=CC=C1 2-[1-(2-cyanophenyl)-1-phenylpropan-2-yl]-5-methoxy-1-methyl-6-oxopyrimidine-4-carboxylic acid